FC1(CCN(CC1)C1=NC(=CC(=N1)C1=NN=C(O1)C1=C(C=C(C=C1)NS(=O)(=O)[C@@H](CO)C)N1CCC2(CC2)CC1)C)F (R)-N-(4-(5-(2-(4,4-difluoropiperidin-1-yl)-6-methylpyrimidin-4-yl)-1,3,4-oxadiazol-2-yl)-3-(6-azaspiro[2.5]octan-6-yl)phenyl)-1-hydroxypropane-2-sulfonamide